2-(1,7-diazaspiro[3.5]nonan-7-yl)-5-((2-(trifluoromethyl)pyridin-3-yl)thio)-1H-imidazo[4,5-b]pyrazine N1CCC12CCN(CC2)C2=NC=1C(=NC=C(N1)SC=1C(=NC=CC1)C(F)(F)F)N2